methyl-7-nitrobenzo[b]thiophene-3-carbaldehyde CC1=C(C2=C(S1)C(=CC=C2)[N+](=O)[O-])C=O